ClC1=CN(C=C1)C1=C2C(=NC=C1)C(=NN2C2CN(C2)C(C(=C)F)=O)C2=CC=C(C=C2)C(F)(F)F 1-(3-(7-(3-chloro-1H-pyrrol-1-yl)-3-(4-(trifluoromethyl)phenyl)-1H-pyrazolo[4,3-b]pyridin-1-yl)azetidin-1-yl)-2-fluoroprop-2-en-1-one